N-(3-(difluoromethyl)phenyl)-8-ethoxy-2-(1-methyl-2-oxabicyclo[2.1.1]hexan-4-yl)imidazo[1,2-a]pyrazine-6-carboxamide FC(C=1C=C(C=CC1)NC(=O)C=1N=C(C=2N(C1)C=C(N2)C21COC(C2)(C1)C)OCC)F